2,3-difluoroheptanamid FC(C(=O)N)C(CCCC)F